C(=O)C1=CSC=2CN(CCC21)C(=O)OC(C)(C)C tert-butyl 3-formyl-4,7-dihydrothieno[2,3-c]pyridine-6(5H)-carboxylate